O(C1=CC=CC=C1)C1=CC=C(C=C1)N1C(NN=C1C1=NC2=CC=CC=C2C=C1)=S 4-(4-Phenoxyphenyl)-5-(quinolin-2-yl)-2,4-dihydro-3H-1,2,4-triazole-3-thione